(S)-2-(((4-methyltetrahydro-2H-pyran-4-yl)methyl)amino)-9-(5,6,7,8-tetrahydro-1,8-naphthyridin-2-yl)nonanoic acid CC1(CCOCC1)CN[C@H](C(=O)O)CCCCCCCC1=NC=2NCCCC2C=C1